C1C2CC3CC1CC(C2)(C3)C4=CC=C(C=C4)N 4-((3r,5r,7r)-adamantan-1-yl)aniline